4,6-dichloro-1-methyl-2-(4-methylsulfonylphenyl)pyrrolo[3,2-c]pyridine ClC1=NC(=CC2=C1C=C(N2C)C2=CC=C(C=C2)S(=O)(=O)C)Cl